3-iodo-5-methoxy-6-nitro-1H-indazole IC1=NNC2=CC(=C(C=C12)OC)[N+](=O)[O-]